3-((7S,8S)-5-(carboxymethyl)-18-ethyl-3-(methoxycarbonyl)-2,8,12,17-tetramethyl-13-vinyl-7H,8H-porphyrin-7-yl)propanoic acid C(=O)(O)CC=1C2=C(C(=C(N2)C=C2C(=C(C(C=C3C(=C(C(=CC=4[C@H]([C@@H](C1N4)CCC(=O)O)C)N3)C)C=C)=N2)C)CC)C)C(=O)OC